N-(3-(4-(trifluoromethyl)phenoxy)phenyl)acrylamide FC(C1=CC=C(OC=2C=C(C=CC2)NC(C=C)=O)C=C1)(F)F